O=C1N[C@@H](C[C@@H]1CC1=CC(=NC=C1)NC(OC(C)(C)C)=O)C(F)(F)F tert-butyl (4-(((3S,5S)-2-oxo-5-(trifluoromethyl)pyrrolidin-3-yl)methyl)pyridin-2-yl)carbamate